(5R,8R)-5-fluoro-8-hydroxy-N-(2,3,4-trifluorobenzyl)-5,6,7,8-tetrahydroquinoline-5-carboxamide F[C@]1(C=2C=CC=NC2[C@@H](CC1)O)C(=O)NCC1=C(C(=C(C=C1)F)F)F